3,8-Dimethylimidazo[5,1-d][1,2,3,5]tetrazin-4(3H)-one CN1N=NC=2N(C1=O)C=NC2C